3,5,3',5'-tetramethyl-benzidine CC=1C=C(C=C(C1N)C)C1=CC(=C(N)C(=C1)C)C